tert-Butyl 2-[(3R)-4-cyano-3-{[3-(5-methyl-1,2,4-oxadiazol-3-yl)phenyl]formamido}butanamido]-4-methyl-1,3-thiazole-5-carboxylate C(#N)C[C@H](CC(=O)NC=1SC(=C(N1)C)C(=O)OC(C)(C)C)NC(=O)C1=CC(=CC=C1)C1=NOC(=N1)C